C12C(C(C1)C2)N bicyclo[1.1.1]pentan-2-amine